C(C)(C)(C)OC(=O)NC=1C(=C(C=C2C=C(N=CC12)NC(=O)N[C@H]1[C@H](C1)C)C1=C(C2=C(OCCN2C(=O)OC(C)(C)C)N=C1)C)F |r| (±)-cis-tert-butyl 7-(8-((tert-butoxycarbonyl)amino)-7-fluoro-3-(3-(2-methylcyclopropyl)ureido)isoquinolin-6-yl)-8-methyl-2,3-dihydro-1H-pyrido[2,3-b][1,4]oxazine-1-carboxylate